ClC=1C=NC=C(C1NC(C1=CC(=C(C=C1)OC(F)F)OCCN1CCC(CC1)C=1C=C2CN(C(C2=CC1F)=O)C1C(NC(CC1)=O)=O)=O)Cl N-(3,5-Dichloropyridin-4-yl)-4-(difluoromethoxy)-3-(2-{4-[2-(2,6-dioxo-piperidin-3-yl)-6-fluoro-1-oxo-2,3-dihydro-1H-isoindol-5-yl]piperidin-1-yl}ethoxy)benzamide